2-[6-(3-methylmorpholin-4-yl)pyridin-3-yl]-N-[(3S)-9-fluoro-2-oxo-5-phenyl-1,3-dihydro-1,4-benzodiazepine-3-Yl]pyrazolo[1,5-a]pyrimidine-3-carboxamide CC1N(CCOC1)C1=CC=C(C=N1)C1=NN2C(N=CC=C2)=C1C(=O)N[C@@H]1C(NC2=C(C(=N1)C1=CC=CC=C1)C=CC=C2F)=O